((6-(4-Fluoro-1H-pyrazol-1-yl)pyridin-3-yl)methyl)-2-methylpiperazine-1-carboxamide FC=1C=NN(C1)C1=CC=C(C=N1)CC1(N(CCNC1)C(=O)N)C